Cl/C(=C(\C1=CC=CC=C1)/C1=CC=C(OCCN(CCO)CC)C=C1)/C1=CC=CC=C1 (E,Z)-2-(4-(2-chloro-1,2-diphenylethenyl)phenoxy)-N,N-diethylethanolamine